4-[[2-(4-bromo-2-fluoro-5-methoxy-phenyl)acetyl]amino]-N-[1-(trifluoromethyl)cyclopropyl]pyridine-2-carboxamide BrC1=CC(=C(C=C1OC)CC(=O)NC1=CC(=NC=C1)C(=O)NC1(CC1)C(F)(F)F)F